COC=1C=C(C=CC1OC)[C@@]12CCN([C@H]2C=C(CC1)OP1(OCCCCO1)=O)C 2-(((3aS,7aS)-3a-(3,4-dimethoxyphenyl)-1-methyl-2,3,3a,4,5,7a-hexahydro-1H-indol-6-yl)oxy)-1,3,2-dioxaphosphepane 2-oxide